2-chloro-1-(1-fluorocyclopropyl)ethanone ClCC(=O)C1(CC1)F